4-[3-[4-[1-(1H-Benzimidazol-2-yl)-2-ethoxypropoxy]phenyl]prop-2-enoyl]-3-hydroxybenzoic acid N1C(=NC2=C1C=CC=C2)C(C(C)OCC)OC2=CC=C(C=C2)C=CC(=O)C2=C(C=C(C(=O)O)C=C2)O